methyltri[2-(dibutylamino)ethoxy]silane C[Si](OCCN(CCCC)CCCC)(OCCN(CCCC)CCCC)OCCN(CCCC)CCCC